C[Si]1(CCC(CC1)C1=CC(=C(C(=C1)C(C)C)NC=1C(=CC=CC1)N)C(C)C)C N1-(4-(1,1-dimethylsilinan-4-yl)-2,6-diisopropylphenyl)benzene-1,2-diamine